Aminomethane-sulfonic acid NCS(=O)(=O)O